terpinyl acetate (TERPINYL-ACETATE) C12(C(CCC(C1(C)C)C2)(C)CC(=O)O)C21C(CCC(C2(C)C)C1)(C)C12C(CCC(C1(C)C)C2)C.C(C)(=O)O.C21(C(CCC(C2(C)C)C1)C)C12C(CCC(C1(C)C)C2)(C)C21C(CCC(C2(C)C)C1)C